N1-(3-fluoro-4-(4-(trifluoromethyl)piperidin-1-yl)phenyl)cyclohexane-1,4-diamine FC=1C=C(C=CC1N1CCC(CC1)C(F)(F)F)NC1CCC(CC1)N